B(O)(O)CCCC[C@]1(NC[C@H](C1)O)C(=O)O (2R,4S)-2-(4-boronobutyl)-4-hydroxypyrrolidine-2-carboxylic acid